NC1=C(C2=C(N(C(=N2)C)C)C=C1)N1C[C@H](CC1)NC(OC(C)(C)C)=O tert-butyl (S)-(1-(5-amino-1,2-dimethyl-1H-benzo[d]imidazol-4-yl)pyrrolidin-3-yl)carbamate